4-[2-(cyclopropylmethoxy)ethyl-[4-(5,6,7,8-tetrahydro-1,8-naphthyridin-2-yl)butyl]amino]-2-[[2,4-dimethylazetidine-1-carbonyl]amino]butanoic acid C1(CC1)COCCN(CCC(C(=O)O)NC(=O)N1C(CC1C)C)CCCCC1=NC=2NCCCC2C=C1